OC1=C2C(C=C(OC2=CC=C1)C1=CC=C(C=C1)OCCCN1CCCCC1)=O 5-hydroxy-2-(4-(3-(piperidin-1-yl)propoxy)phenyl)-4H-chromen-4-one